n-methoxymethacrylamide Ethyl-1-Methyl-7-methoxy-9H-pyrido[3,4-b]indole-3-carboxylate C(C)OC(=O)C1=CC2=C(NC3=CC(=CC=C23)OC)C(=N1)C.CONC(C(=C)C)=O